ClC1=C(OC=2C(=NC=CC2)OCC(=O)OCC2OCCC2)C=C(C(=C1)F)N1C(N(C(=CC1=O)C(C)(F)F)C)=O tetrahydrofuran-2-ylmethyl [(3-{2-chloro-5-[4-(1,1-difluoroethyl)-3-methyl-2,6-dioxo-3,6-dihydropyrimidin-1(2H)-yl]-4-fluorophenoxy}pyridin-2-yl)oxy]acetate